C(C=C)N(CCN)CC=C 2-(diallyl-amino)ethylamine